ClC1=NC=CC(=C1C=1C=NN(C1)CCC(C)C)OC 2-chloro-3-(1-isopentyl-1H-pyrazol-4-yl)-4-methoxypyridine